(R)-8-(1-aminoethyl)-2-(2,6-difluorophenyl)-3,6-dimethylquinazolin-4(3H)-one N[C@H](C)C=1C=C(C=C2C(N(C(=NC12)C1=C(C=CC=C1F)F)C)=O)C